CN1CC(C(CC1)C1=C(C=C(C=C1OC)OC)OC)O (±)-1-methyl-4-(2,4,6-trimethoxyphenyl)piperidin-3-ol